FC1=C(C(=CC=C1)C)C1=CC2=C(N=C(S2)NC(=O)[C@@H]2[C@@H](C2)CNC)C=C1 (1S,2R)-N-(6-(2-fluoro-6-methylphenyl)benzo[d]thiazol-2-yl)-2-((methylamino)methyl)cyclopropane-1-carboxamide